5-fluoro-2-(((3-methyl-4-(2,2,2-trifluoroethoxy)pyridin-2-yl)methyl)thio)-1H-benzo[d]imidazole FC1=CC2=C(NC(=N2)SCC2=NC=CC(=C2C)OCC(F)(F)F)C=C1